NC=1C=C(C=NC1C)NC(=O)NCC1CCN(CC1)C(C)C 1-(5-amino-6-methylpyridin-3-yl)-3-((1-isopropylpiperidin-4-yl)methyl)urea